ClC1=C(C=CC=C1)[C@H]1CC[C@H](N1C(=O)C1CCN(CC1)C1=C(C=C(C=C1)S(=O)(=O)C)C#N)C(=O)O (2S,5R)-5-(2-chlorophenyl)-1-(1-(2-cyano-4-(methylsulfonyl)phenyl)piperidine-4-carbonyl)pyrrolidine-2-carboxylic acid